ethylmethylamino-triethyl-silane C(C)CC[Si](CC)(CC)NC